N-((S)-2-cyano-1-(5-(ethylsulfonyl)pyridin-2-yl)ethyl)-4-((2S,4S)-2-((difluoromethoxy)methyl)-4-(4-(difluoromethoxy)phenoxy)pyrrolidin-1-yl)benzamide C(#N)C[C@@H](C1=NC=C(C=C1)S(=O)(=O)CC)NC(C1=CC=C(C=C1)N1[C@@H](C[C@@H](C1)OC1=CC=C(C=C1)OC(F)F)COC(F)F)=O